(S)-1-(2-((S)-3-(isoquinolin-3-yloxy)pyrrolidin-1-yl)acetyl)pyrrolidine-2-carbonitrile C1=NC(=CC2=CC=CC=C12)O[C@@H]1CN(CC1)CC(=O)N1[C@@H](CCC1)C#N